FC1=C2C=CC=C(C2=CC=C1)C1=NC=CC2=C1NC=1C2=NC(=CC1)OC 6-(5-fluoronaphthalen-1-yl)-2-methoxy-5H-pyrrolo[3,2-b:5,4-c']dipyridine